3-pentyloctyl 8-((8-(2-(bicyclo[1.1.1]pentan-1-yl)acetoxy)octyl)(4-hydroxybutyl)amino)octanoate C12(CC(C1)C2)CC(=O)OCCCCCCCCN(CCCCCCCC(=O)OCCC(CCCCC)CCCCC)CCCCO